C(C)C1=C2C=CC(=CC2=CC=C1)CN1C(N(C=2N=C(N(C2C1=O)C)C(C)NC(OC(C)(C)C)=O)C)=O tert-Butyl 1-(1-((5-ethylnaphthalen-2-yl)methyl)-3,7-dimethyl-2,6-dioxo-2,3,6,7-tetrahydro-1H-purin-8-yl)ethylcarbamate